4-[(5-Ethyl-1-methyl-4-oxo-pyrrolo[3,2-c]pyridin-3-yl)amino]-6-[[(1S,2S)-2-fluorocyclopropanecarbonyl]amino]-N-(methyl-d3)pyridine-3-carboxamide C(C)N1C(C2=C(C=C1)N(C=C2NC2=C(C=NC(=C2)NC(=O)[C@H]2[C@H](C2)F)C(=O)NC([2H])([2H])[2H])C)=O